acrylic acid stearyl-methacrylate octadecyl-3-(3',5'-di-tert-butyl-4'-hydroxyphenyl)propionate C(CCCCCCCCCCCCCCCCC)OC(CCC1=CC(=C(C(=C1)C(C)(C)C)O)C(C)(C)C)=O.C(CCCCCCCCCCCCCCCCC)OC(C(=C)C)=O.C(C=C)(=O)O